C(C1=CC=CC=C1)[P](CC)(CC)CC1=CC=CC=C1 Dibenzyl-diethyl-phosphorus